C(CCCCCCC\C=C/C\C=C/CCCCC)(=O)OCC(C)COC(CCC(OCCCCCCCC)OCCCCCCCC)=O 2-(((4,4-bis(octyloxy) butanoyl) oxy)methyl)propyl (9Z,12Z)-octadeca-9,12-dienoate